C(C)C1N(CCC2(OCCC3=C2C=C(S3)CC)C1)CC=1C=NN(C1)C 2,2'-diethyl-1-((1-methyl-1H-pyrazol-4-yl)methyl)-6',7'-dihydrospiro[piperidine-4,4'-thieno[3,2-c]pyran]